1-(5-chloro-2-triisopropylsilyloxy-phenyl)-3-[[2-(2,6-dioxo-3-piperidyl)-1-oxo-isoindolin-5-yl]methyl]urea ClC=1C=CC(=C(C1)NC(=O)NCC=1C=C2CN(C(C2=CC1)=O)C1C(NC(CC1)=O)=O)O[Si](C(C)C)(C(C)C)C(C)C